N1(CC1)CCC(=O)OCC(COC(CCN1CC1)=O)(COC(CCN1CC1)=O)CO Pentaerythritol tris[3-(1-aziridinyl)propionat]